cyclopropyl carbonochloridate C(OC1CC1)(=O)Cl